C(=C)C(C=CC(=O)[O-])=C 4-vinylpent-2,4-dienoate